(E)-2-acetoxy-2-(4-(tert-butyl) phenyl)-5-oxo-5-phenylpent-3-enoate C(C)(=O)OC(C(=O)[O-])(\C=C\C(C1=CC=CC=C1)=O)C1=CC=C(C=C1)C(C)(C)C